FC=1C(=C(C=CC1F)[C@H]1[C@H](O[C@]([C@H]1C)(C(F)(F)F)C)C(=O)OC)O |r| methyl rac-(2S,3S,4S,5R)-3-(3,4-difluoro-2-hydroxyphenyl)-4,5-dimethyl-5-(trifluoromethyl)tetrahydrofuran-2-carboxylate